BrC=1C=CC(=C(C1)NCCC(=O)OC)OC Methyl 3-((5-bromo-2-methoxyphenyl)amino)propanoate